CON=C[C@@H](O)[C@H](O)[C@H](O)CO Arabinose-methyloxime